6-[4-(3a,5-dimethyl-3,4,6,6a-tetrahydro-2H-pyrrolo[2,3-c]pyrrol-1-yl)-6-fluoro-8-(methylamino)-9H-pyrido[2,3-b]indol-3-yl]-1-(methylamino)-4-oxo-1,8-naphthyridine-3-carboxylic acid CC12C(CN(C1)C)N(CC2)C2=C(C=NC=1NC3=C(C=C(C=C3C12)F)NC)C=1C=C2C(C(=CN(C2=NC1)NC)C(=O)O)=O